6-chloro-N-methyl-pyrimidine ClC1=CC=NCN1C